CC=1C(=CC=2C(CC(C(C2C1)(C)C)C)(C)C)C(C)=O 1-(5,6,7,8-tetrahydro-3,5,5,6,8,8-hexamethyl-2-naphthalenyl)ethane-1-one